N-(cyclohexylmethyl)-2-mesityl-6-methylpyrimidine-4-amine C1(CCCCC1)CNC1=NC(=NC(=C1)C)C1=C(C=C(C=C1C)C)C